C1(=CC=CC2=CC=CC=C12)OC=1C(N(C(C1)=O)CC1CCOCC1)=O 3-(naphthalen-1-yloxy)-1-((tetrahydro-2H-pyran-4-yl)methyl)-1H-pyrrole-2,5-dione